methyl 6-(4-(5-bromopentanamido) piperidin-1-yl)-1-(4-methoxyphenyl)-7-oxo-4,5,6,7-tetrahydro-1H-pyrazolo[3,4-c]pyridine-3-carboxylate BrCCCCC(=O)NC1CCN(CC1)N1C(C2=C(CC1)C(=NN2C2=CC=C(C=C2)OC)C(=O)OC)=O